CC1=C(C=C(C=C1)[N+](=O)[O-])S(=O)(=O)N1CCCCCC1 1-((2-methyl-5-nitrophenyl)sulfonyl)azepane